3,6-dibromo-9-p-toluenesulfonylcarbazole BrC=1C=CC=2N(C3=CC=C(C=C3C2C1)Br)S(=O)(=O)C1=CC=C(C)C=C1